C(C)[Si](C(C(=O)OCCCCC)C)(CC)CC pentyl α-triethylsilylpropionate